(4-(5-(2-fluoro-3-methylphenyl)-6-methoxy-1-(4-methoxybenzyl)-1H-pyrazolo[4,3-b]pyridin-3-yl)-1H-pyrazol-1-yl)azetidine-1-carboxylic acid tert-butyl ester C(C)(C)(C)OC(=O)N1C(CC1)N1N=CC(=C1)C1=NN(C=2C1=NC(=C(C2)OC)C2=C(C(=CC=C2)C)F)CC2=CC=C(C=C2)OC